C(C)(C)(C)N(C(=O)OC(CO[Si](C)(C)C(C)(C)C)CNC)C1=CC=2CC[C@@H]([C@@H](C2C=C1)C1=CC=C(C=C1)N1CCC(CC1)C=O)C1=CC=CC=C1 1-{[tert-butyl-(dimethyl)silyl]oxy}-3-(methylamino)propan-2-ol tert-butyl-((5R,6S)-5-(4-(4-formylpiperidin-1-yl)phenyl)-6-phenyl-5,6,7,8-tetrahydronaphthalen-2-yl)carbamate